2-Aminoethylbehenylamin NCCNCCCCCCCCCCCCCCCCCCCCCC